pentadecyl-8,8-bis(octyloxy)octanoate C(CCCCCCCCCCCCCC)OC(CCCCCCC(OCCCCCCCC)OCCCCCCCC)=O